3-(2-chloro-4-fluoro-phenoxy)-N-(2-fluoro-4-pyridyl)-6-(trifluoromethyl)pyridazine-4-carboxamide ClC1=C(OC=2N=NC(=CC2C(=O)NC2=CC(=NC=C2)F)C(F)(F)F)C=CC(=C1)F